BrCC(=O)C=1OC2=C(C1)C(=CC(=C2)OC)OC[C@H]2N(CCC2)C2=NC=C(C#N)C=C2 (S)-6-(2-(((2-(2-bromoacetyl)-6-methoxybenzofuran-4-yl)oxy)methyl)pyrrolidin-1-yl)nicotinonitrile